C(C)C(CC)N[C@@H]([C@@H](C1=CC=CC=C1)NC(=S)NC1=CC=C(C=C1)F)C1=CC=CC=C1 (R,R)-1-[2-(1-Ethylpropylamino)-1,2-diphenylethyl]-3-(4-fluorophenyl)thiourea